C(C)(C)(C)OC(=O)N1CC(C1)C1=C(C=C(C(=C1)C(=O)OC)NC(C(F)(F)F)=O)OC tert-butyl-3-(2-methoxy-5-(methoxycarbonyl)-4-(2,2,2-trifluoroacetamido)phenyl)azetidine-1-carboxylate